FC1(CN(CCC1O)C(C(F)(F)C=1C=C(C(=O)NC2=CC(=C(C(=C2)C)F)F)C=CC1F)=O)F 3-(2-(3,3-difluoro-4-hydroxypiperidin-1-yl)-1,1-difluoro-2-oxoethyl)-N-(3,4-difluoro-5-methylphenyl)-4-fluorobenzamide